COC1=C(C=C(C=O)C=C1OC)C=O 4,5-Dimethoxyisophthalaldehyde